Nonyl 8-((2-hydroxyethyl)((9Z,12Z)-octadeca-9,12-dien-1-yl)amino)octanoate OCCN(CCCCCCCC(=O)OCCCCCCCCC)CCCCCCCC\C=C/C\C=C/CCCCC